Trimethyl (3R,10bR)-3-(4-nitro-1,3-dioxoisoindolin-2-yl)-2,3-dihydropyrrolo[2,1-a]isoquinoline-1,1,6(10bH)-tricarboxylate [N+](=O)([O-])C1=C2C(N(C(C2=CC=C1)=O)[C@@H]1CC([C@@H]2N1C=C(C1=CC=CC=C21)C(=O)OC)(C(=O)OC)C(=O)OC)=O